C(CC(C)C)N1C=C(C2=CC(=CC=C12)C=1NC=CC(N1)=O)C#N 1-isopentyl-5-(4-oxo-1,4-dihydropyrimidin-2-yl)-1H-indole-3-carbonitrile